4-(7-bromo-2-(3-(4-methoxyphenyl)-1H-pyrazol-1-yl)pyrido[3,2-d]pyrimidin-4-yl)morpholine BrC1=CC=2N=C(N=C(C2N=C1)N1CCOCC1)N1N=C(C=C1)C1=CC=C(C=C1)OC